2-(4-n-butoxyphenyl)-2-[(n-butyl)(methyl)amino]-1-(4-morpholinophenyl)pentan-1-one C(CCC)OC1=CC=C(C=C1)C(C(=O)C1=CC=C(C=C1)N1CCOCC1)(CCC)N(C)CCCC